2-(4-((4-(cyclopropyl((5-(trifluoromethyl)pyridin-2-yl)methyl)amino)-7H-pyrrolo[2,3-d]pyrimidin-7-yl)methyl)-3-fluoropiperidin-1-yl)acetamide C1(CC1)N(C=1C2=C(N=CN1)N(C=C2)CC2C(CN(CC2)CC(=O)N)F)CC2=NC=C(C=C2)C(F)(F)F